(R)-5-(((4-(3-chloro-4-(2-chloro-3-((2-fluoro-3-(((R)-3-hydroxypyrrolidin-1-yl)methyl)phenyl)amino)phenyl)pyridin-2-yl)-2-methoxybenzyl)amino)methyl)pyrrolidin-2-one ClC=1C(=NC=CC1C1=C(C(=CC=C1)NC1=C(C(=CC=C1)CN1C[C@@H](CC1)O)F)Cl)C1=CC(=C(CNC[C@H]2CCC(N2)=O)C=C1)OC